COC1=C(C=CC(=C1)S(=O)(=O)C)NCC#CC=1N(C=2C=CC=C(C2C1)NC1CCC(CC1)N1CCOCC1)CC1OC1 2-(3-((2-methoxy-4-(methylsulfonyl)phenyl)amino)prop-1-yn-1-yl)-N-((1r,4r)-4-morpholinocyclohexyl)-1-(oxiran-2-ylmethyl)-1H-indol-4-amine